(2,6-di(naphthalen-2-yl)pyridin-3,5-diyl)bis(naphthalen-2-yl-methanone) C1=C(C=CC2=CC=CC=C12)C1=NC(=C(C=C1C(=O)C1=CC2=CC=CC=C2C=C1)C(=O)C1=CC2=CC=CC=C2C=C1)C1=CC2=CC=CC=C2C=C1